C1(=C(C=CC=C1)C1=CC=C(C=N1)NC(OC1=CC=CC=C1)=O)C phenyl (6-(o-tolyl)pyridin-3-yl)carbamate